7-(bromomethyl)-8-chloro-3-ethylquinoxalin-2(1H)-one BrCC1=CC=C2N=C(C(NC2=C1Cl)=O)CC